5-((5-(4-(((1R,3S)-3-aminocyclopentyl)oxy)-6-cyclopropyl-2-methoxypyridin-3-yl)-1H-pyrazol-3-yl)amino)pyrazine-2-carbonitrile N[C@@H]1C[C@@H](CC1)OC1=C(C(=NC(=C1)C1CC1)OC)C1=CC(=NN1)NC=1N=CC(=NC1)C#N